C(C)N1C=NC2=C1N=NC=C2C=2C=CC(=C(C2)C2=CC1=C(N(C(O1)=O)C(C)C)C=C2OC)F 6-(5-(7-Ethyl-7H-imidazo[4,5-c]pyridazin-4-yl)-2-fluorophenyl)-3-isopropyl-5-methoxybenzo[d]oxazol-2(3H)-one